CC(C(C)=O)(C)N1N=CC(=C1)[N+](=O)[O-] 3-methyl-3-(4-nitro-1H-pyrazol-1-yl)butan-2-one